(E)-N'-(5-(1-(3-bromo-6-methylpyridin-2-yl)piperidin-4-yl)-1,3,4-oxadiazol-2-yl)-N,N-dimethylformimidamide BrC=1C(=NC(=CC1)C)N1CCC(CC1)C1=NN=C(O1)/N=C/N(C)C